FC(C(C(C(C(C(C(F)(F)F)(F)F)(F)F)(F)F)(F)F)(F)F)(C1=NC(=NC(=N1)C(C(C(C(C(C(C(F)(F)F)(F)F)(F)F)(F)F)(F)F)(F)F)(F)F)C(C(C(C(C(C(C(F)(F)F)(F)F)(F)F)(F)F)(F)F)(F)F)(F)F)F 2,4,6-tri(perfluoroheptyl)-1,3,5-triazine